C(C)C(COB(OCC(CCCC)CC)OCC(CCCC)CC)CCCC tris(2-ethylhexyl)borate